C1(CC1)OC1=C(C=CC(=C1)F)C(=O)N1CC2(C1)CC(C2)C2=CC(=NN2C2=C(C=C(C=C2)F)C)C (2-cyclopropoxy-4-fluorophenyl){6-[1-(5-fluoro-2-tolyl)-3-methyl-5-pyrazolyl]-2-aza-2-spiro[3.3]heptyl}methanone